C1=C(C=CC2=CC=CC=C12)C1=CC=C(C=C1)OC([O-])=O 4-(2-naphthyl)-phenyl-carbonate